[Cu+2].[N+](=O)([O-])[O-].[Cu+2].[N+](=O)([O-])[O-].[N+](=O)([O-])[O-].[N+](=O)([O-])[O-] Copper nitrate copper